1-(2-isocyanatoethyl)cyclohex-1-ene N(=C=O)CCC1=CCCCC1